FC=1C=C(OC2OCCCC2)C=C(C1)F (3,5-Difluorophenoxy)tetrahydro-2H-pyran